C1(=CC(=CC=C1)C1=CC(=NN1C)[C@@H]1CN(C[C@H]1C)C(=O)OC(C)(C)C)C1=CC=CC=C1 Trans-tert-butyl 3-(5-([1,1'-biphenyl]-3-yl)-1-methyl-1H-pyrazol-3-yl)-4-methyl-pyrrolidine-1-carboxylate